C(C)(C)(C)OC(=O)N1CC=C(CC1)C=1C=C2C=CNC2=CC1 4-(1H-indol-5-yl)-5,6-dihydropyridine-1(2H)-carboxylic acid tert-butyl ester